F[C@H]1[C@H](C1)N1C(C(=CC=C1)NC(=O)C=1C(=NC=2N(C1)C=C(N2)[C@]21CO[C@](CC2)(C1)C)OC(C)C)=O N-(1-((1S,2R)-2-fluorocyclopropyl)-2-oxo-1,2-dihydropyridin-3-yl)-7-isopropoxy-2-((1R,4S)-1-methyl-2-oxabicyclo[2.2.1]hept-4-yl)imidazo[1,2-a]pyrimidine-6-carboxamide